O.Cl.Cl.N1=CC=C(C=C1)NC(=O)C1CCCCC1 N-(4-pyridyl)cyclohexanecarboxamide dihydrochloride monohydrate